4-(6-(5-((2,6-difluorophenyl)sulfonamido)-6-methoxypyridin-3-yl)quinazolin-4-yl)piperazine-1-carboxylic acid tert-butyl ester C(C)(C)(C)OC(=O)N1CCN(CC1)C1=NC=NC2=CC=C(C=C12)C=1C=NC(=C(C1)NS(=O)(=O)C1=C(C=CC=C1F)F)OC